C(#N)C1=CC=C(C=C1)C1=C2C(=CN=C1)N(CC2)S(=O)(=O)C=2C=C(C#N)C=CC2 3-((4-(4-cyanophenyl)-2,3-dihydro-1H-pyrrolo[2,3-c]pyridin-1-yl)sulfonyl)benzonitrile